trihydroxymethyl-propane tris(3-mercaptopropionate) SCCC(=O)O.SCCC(=O)O.SCCC(=O)O.OC(O)(O)CCC